(S)-N-{(S)-1-[2-(6-cyanobenzo[d]isoxazol-3-yl)phenyl]-2-(6-methylaminopyridine-2-yl)ethyl}-2-methylpropane-2-sulfinamide C(#N)C1=CC2=C(C(=NO2)C2=C(C=CC=C2)[C@H](CC2=NC(=CC=C2)NC)N[S@@](=O)C(C)(C)C)C=C1